N-(3-cyano-7-ethoxy-4-(3-ethynylphenylamino)quinolin-6-yl)-4-(dimethylamino)but-2-enamide C(#N)C=1C=NC2=CC(=C(C=C2C1NC1=CC(=CC=C1)C#C)NC(C=CCN(C)C)=O)OCC